4-chloro-4-benzylbenzophenone ClC1(CC=C(C(=O)C2=CC=CC=C2)C=C1)CC1=CC=CC=C1